C(=O)C=1C(=NC=CC1NC(OC(C)(C)C)=O)C=1C=NC(=CC1OC)C(C)C tert-butyl [3-formyl-4'-methoxy-6'-(propan-2-yl)[2,3'-bipyridine]-4-yl]carbamate